C(CCCCCCCC)(=O)N(C[C@H](O)[C@@H](O)[C@H](O)[C@H](O)CO)C N-nonanoyl-N-methyl-glucamine